C(C1=CC=CC=C1)OC1=C(C(=CC(=C1)C)C)C=1N=NC(=CC1)Cl 3-(2-benzyloxy-4,6-dimethyl-phenyl)-6-chloro-pyridazine